N-(3-chloro-5-(methylsulfonamido)phenyl)-1-(5-(4-isobutyrylpiperazin-1-yl)pyridin-2-yl)-1H-pyrazole-4-carboxamide ClC=1C=C(C=C(C1)NS(=O)(=O)C)NC(=O)C=1C=NN(C1)C1=NC=C(C=C1)N1CCN(CC1)C(C(C)C)=O